tert-butyl N-[(3R)-7-[(2,2-dimethylpropanoylamino)carbamoyl]-8-fluoro-4-oxo-5-[[4-(trifluoromethoxy)phenyl]methyl]-2,3-dihydro-1,5-benzothiazepin-3-yl]carbamate CC(C(=O)NNC(=O)C=1C(=CC2=C(N(C([C@H](CS2)NC(OC(C)(C)C)=O)=O)CC2=CC=C(C=C2)OC(F)(F)F)C1)F)(C)C